3-[8-dimethylamino-1-[(1-hydroxy-cyclobutyl)-methyl]-2-oxo-8-phenyl-1,3-diazaspiro[4.5]decan-3-yl]-benzonitrile CN(C1(CCC2(CN(C(N2CC2(CCC2)O)=O)C=2C=C(C#N)C=CC2)CC1)C1=CC=CC=C1)C